tert-butyl 4-[6-(7-fluoro-2-methyl-indazol-5-yl) indazol-2-yl]piperidine-1-carboxylate FC1=CC(=CC2=CN(N=C12)C)C=1C=CC2=CN(N=C2C1)C1CCN(CC1)C(=O)OC(C)(C)C